methyl 6-(2-hydroxyphenyl)-2-methoxynicotinate methyl-6-(2-hydroxyphenyl)-2-methoxynicotinate COC(C1=C(N=C(C=C1)C1=C(C=CC=C1)O)OC)=O.OC1=C(C=CC=C1)C1=NC(=C(C(=O)OC)C=C1)OC